methyl naphthalate C1(=CC=CC2=CC=CC=C12)C(=O)OC